CC=1C=C(C=CC1C)CC(C=O)C 3-(3,4-dimethylphenyl)-2-methylpropanaldehyde